N-(4-acetylphenyl)-2-(hydroxyimino)-N-(2,3,5,6-tetrafluorophenyl)acetamide C(C)(=O)C1=CC=C(C=C1)N(C(C=NO)=O)C1=C(C(=CC(=C1F)F)F)F